FC1(CC(C1)(C(=O)NC1=CC=C(C=C1)F)C1=NC=2CCCN(C2C=C1)C1=NC(=NC=C1)C)F 3,3-difluoro-N-(4-fluorophenyl)-1-(5-(2-methylpyrimidin-4-yl)-5,6,7,8-tetrahydro-1,5-naphthyridin-2-yl)cyclobutane-1-carboxamide